4,4'-(((1R,3S)-cyclohexane-1,3-diyl)bis(oxy))bis(2-methylbenzamidine) [C@@H]1(C[C@H](CCC1)OC1=CC(=C(C(=N)N)C=C1)C)OC1=CC(=C(C(=N)N)C=C1)C